(4aR,8aS)-6-(3-(4-bromophenyl)-3-fluoroazetidine-1-carbonyl)hexahydro-2H-pyrido[4,3-b][1,4]oxazin-3(4H)-one BrC1=CC=C(C=C1)C1(CN(C1)C(=O)N1C[C@@H]2[C@@H](OCC(N2)=O)CC1)F